OC(C)(C)C=1C=C(SC1)[S@](=O)(N)=NC(NC1=C2CCC(C2=CC=2CCCC12)=O)=O |o1:9| (S) or (R)-4-(2-hydroxypropan-2-yl)-N'-((1-oxo-1,2,3,5,6,7-hexahydro-s-indacen-4-yl)carbamoyl)thiophene-2-sulfonimidamide